ClC1=C(C(=O)NC2=CC(=NN2C2=CC=CC=C2)C(=O)NCCCCCCCC(=O)N2CCN(CC2)C2=CC=C(C=C2)NC2C(NC(CC2)=O)=O)C=C(C(=C1)Cl)C1=NC=CC=C1 5-(2,4-Dichloro-5-(pyridin-2-yl)benzamido)-N-(8-(4-(4-((2,6-dioxopiperidin-3-yl)amino)phenyl)piperazin-1-yl)-8-oxooctyl)-1-phenyl-1H-pyrazole-3-carboxamide